BrCCN1N=C(C=C1C(=O)OCC)C1=CC=C(C=C1)F ethyl 2-(2-bromoethyl)-5-(4-fluorophenyl)pyrazole-3-carboxylate